4-(4-(3,8-Diazabicyclo[3.2.1]oct-3-yl)-2-(((R)-1-methylpyrrolidin-2-yl)methoxy)-5,8-dihydropyrido[3,4-d]pyrimidin-7(6H)-yl)-5-bromonaphthalen-2-ol C12CN(CC(CC1)N2)C=2C1=C(N=C(N2)OC[C@@H]2N(CCC2)C)CN(CC1)C1=CC(=CC2=CC=CC(=C12)Br)O